(1S,3S)-3-((6-(5-(((6-(cyclopropyl-amino)pyrimidin-4-yl)oxy)methyl)-1-methyl-1H-1,2,3-triazol-4-yl)-2-methylpyridin-3-yl)oxy)cyclohexane-1-carboxylic acid C1(CC1)NC1=CC(=NC=N1)OCC1=C(N=NN1C)C1=CC=C(C(=N1)C)O[C@@H]1C[C@H](CCC1)C(=O)O